ClC=1C(=NC=CC1C1=NC(=C(C=C1)CNC[C@H]1NC(CC1)=O)OC)C=1C(=C(C=CC1)NC(C1=NC=C(C(=C1)OC)CNCCO)=O)F (S)-N-(3-(3'-chloro-6-methoxy-5-((((5-oxopyrrolidin-2-yl)methyl)amino)methyl)-[2,4'-bipyridin]-2'-yl)-2-fluorophenyl)-5-(((2-hydroxyethyl)amino)methyl)-4-methoxypicolinamide